3-(1-oxo-5-(1-(pyridazin-3-ylmethyl)piperidin-4-yl)isoindolin-2-yl)piperidine-2,6-dione O=C1N(CC2=CC(=CC=C12)C1CCN(CC1)CC=1N=NC=CC1)C1C(NC(CC1)=O)=O